1-benzyl-4-(6-chloro-3-pyridyl)piperidine-4-carboxamide C(C1=CC=CC=C1)N1CCC(CC1)(C(=O)N)C=1C=NC(=CC1)Cl